BrC1=CC=C(C=C1)N1N=C(C(=C1)[C@@H]1O[C@H](C(N1CCC=1C=C2CC(NC2=CC1)=O)=O)C)C=1C=NC(=CC1)F (2S,5S)-2-(1-(4-Bromophenyl)-3-(6-fluoropyridin-3-yl)-1H-pyrazol-4-yl)-5-methyl-3-(2-(2-Oxoindolin-5-yl)ethyl)oxazolidin-4-one